4-acryloyl-oxybenzophenone C(C=C)(=O)OC1=CC=C(C(=O)C2=CC=CC=C2)C=C1